FC1=C(C(=O)N)C=C(C=C1)C1=NC=NC=2NC(CN(C12)C)=O 2-fluoro-5-(5-methyl-7-oxo-5,6,7,8-tetrahydropteridin-4-yl)benzamide